The molecule is a mannotriose that is D-mannopyranose in which the hydroxy groups at positions 2 and 4 have each been converted into the corresponding alpha-D-mannopyranose derivative. It derives from an alpha-D-Manp-(1->2)-D-Manp. C([C@@H]1[C@H]([C@@H]([C@@H]([C@H](O1)O[C@@H]2[C@H](OC([C@H]([C@H]2O)O[C@@H]3[C@H]([C@H]([C@@H]([C@H](O3)CO)O)O)O)O)CO)O)O)O)O